S1(C2=C(C(C1)=O)C=CC=C2)(=O)=O Benzo[b]thiophen-3(2H)-one-1,1-dioxide